(4-aminopyrimidin-5-yl)-(4-benzhydrylpiperazin-1-yl)methanone NC1=NC=NC=C1C(=O)N1CCN(CC1)C(C1=CC=CC=C1)C1=CC=CC=C1